2-((1-(2-(5-(tert-butoxycarbonyl)-2,5-diazabicyclo[2.2.1]heptan-2-yl)-3,6-dimethyl-4-oxo-3,4-dihydroquinazolin-8-yl)ethyl)amino)benzoic acid C(C)(C)(C)OC(=O)N1C2CN(C(C1)C2)C2=NC1=C(C=C(C=C1C(N2C)=O)C)C(C)NC2=C(C(=O)O)C=CC=C2